ClC=1C=C2C(=C3C4(NC(NC13)=O)CCCCC4)OC(=C2)C(=O)N2CCN(CC2)C(=O)C2OCCC2 5'-chloro-2'-[4-(oxolane-2-carbonyl)piperazine-1-carbonyl]-7',8'-dihydro-6'H-spiro[cyclohexane-1,9'-furo[2,3-f]quinazoline]-7'-one